6-{[5-methyl-3-(6-methylpyridin-3-yl)-1,2-oxazol-4-yl]methoxy}-2-(pyridine-4-carbonyl)-1,2,3,4-tetrahydro-2,7-naphthyridine CC1=C(C(=NO1)C=1C=NC(=CC1)C)COC=1C=C2CCN(CC2=CN1)C(=O)C1=CC=NC=C1